CC(C)(COP(=O)(O)OP(=O)(O)OC[C@@H]1[C@H]([C@H]([C@@H](O1)N2C=NC3=C(N=CN=C32)N)O)OP(=O)(O)O)[C@H](C(=O)NCCC(=O)NCCSC(=O)CC4=CC=C(C=C4)O)O The molecule is a member of phenylacetyl-CoAs. It has a role as a mouse metabolite. It derives from a phenylacetyl-CoA and a 4-hydroxyphenylacetic acid.